4-(5-(3,5-dichloro-4-fluorophenyl)-5-(trifluoromethyl)-4,5-dihydroisoxazol-3-yl)-2-methyl-N-(propylsulfinyl)benzamide ClC=1C=C(C=C(C1F)Cl)C1(CC(=NO1)C1=CC(=C(C(=O)NS(=O)CCC)C=C1)C)C(F)(F)F